N-(2-((1r,3r,5r,7r)-adamantan-2-ylamino)ethyl)-5-(4-chlorophenyl)-1-(4-cyano-2-methylphenyl)-4-methyl-1H-pyrazole-3-carboxamide C12C(C3CC(CC(C1)C3)C2)NCCNC(=O)C2=NN(C(=C2C)C2=CC=C(C=C2)Cl)C2=C(C=C(C=C2)C#N)C